CC(C1=CNC2=CC=CC=C21)C(=O)C(=O)O The molecule is a 2-oxo monocarboxylic acid that is 2-oxobutyric acid which is substituted at position 3 by an indol-3-yl group. It is an indol-3-yl carboxylic acid and a 2-oxo monocarboxylic acid. It derives from a butyric acid.